(2-fluorophenyl)-((5-(4-methoxy-3-methylphenyl)thiophen-2-yl)methyl)-5-nitrobenzofuran-2-carboxamide FC1=C(C=CC=C1)C1=C(C=CC2=C1C(=C(O2)C(=O)N)CC=2SC(=CC2)C2=CC(=C(C=C2)OC)C)[N+](=O)[O-]